FCCOC=1C=C(C(=O)OC)C=C(C1[N+](=O)[O-])NC[C@H]1OCC1 methyl (S)-3-(2-fluoroethoxy)-4-nitro-5-((oxetan-2-ylmethyl)amino)benzoate